COC1=C(C=C(C=C1)C=1C(N=CC=CC1)C1=CC(=C(C(=C1)OC)OC)OC)C 3-(4-methoxy-3-methylphenyl)-2-(3,4,5-trimethoxyphenyl)-2H-azepine